6-bromo-4-chloropyrrolo[2,1-f][1,2,4]triazine BrC=1C=C2C(=NC=NN2C1)Cl